(1R,3R,5R)-N-((R)-cyclopropyl(2,5-difluoro-4-(trifluoromethyl)phenyl)methyl)-2-((4-cyclopropyl-2-pyridinyl)carbonyl)-2-azabicyclo[3.1.0]hexane-3-carboxamide C1(CC1)[C@@H](NC(=O)[C@@H]1N([C@@H]2C[C@@H]2C1)C(=O)C1=NC=CC(=C1)C1CC1)C1=C(C=C(C(=C1)F)C(F)(F)F)F